4-(1-methyl-1H-imidazol-2-yl)-4-oxobut-2-yn-1-yl 2-oxopropionate O=C(C(=O)OCC#CC(=O)C=1N(C=CN1)C)C